COC1=C(C=CC=C1)C1=CNC2=CC=C(C=C12)C(=O)N[C@@H]1C(N(C2=C(OC1)C=CC=C2)C)=O (S)-3-(2-methoxyphenyl)-N-(5-methyl-4-oxo-2,3,4,5-tetrahydrobenzo[b][1,4]oxazepin-3-yl)-1H-indole-5-carboxamide